ClC=1C=CC(=C(C1)C1=C(NC=2C1=NC=CC2)C2=C(C=NC=C2)OC[C@H]2N(CCOC2)C(\C=C\CN(C)C)=O)F (2E)-1-{(3S)-3-[({4-[3-(5-chloro-2-fluorophenyl)-1H-pyrrolo[3,2-b]pyridin-2-yl]pyridin-3-yl}oxy)methyl]morpholin-4-yl}-4-(dimethylamino)but-2-en-1-one